CN(C1CCN(CC1)C1=C(C=C(C=N1)CC1=CN=C2C(=NC(=NN21)OC(CC)CCC)N)C)C 7-((6-(4-(dimethylamino)piperidin-1-yl)-5-methyl-pyridin-3-yl)methyl)-2-(hexan-3-yloxy)imidazo[2,1-f][1,2,4]triazin-4-amine